1-(4-(trifluoromethyl)phenyl)ethan-1-one FC(C1=CC=C(C=C1)C(C)=O)(F)F